methyl 6-oxo-1-(1-(trifluoromethyl) cyclopropyl)-4-(((trifluoromethyl) sulfonyl) oxy)-1,6-dihydropyridine-3-carboxylate O=C1C=C(C(=CN1C1(CC1)C(F)(F)F)C(=O)OC)OS(=O)(=O)C(F)(F)F